(2-cyclohexylethyl)-6-methyl-4-[(1-methylcyclopropyl)amino]furo[2,3-d]pyrimidine-5-carboxamide C1(CCCCC1)CCC=1N=C(C2=C(N1)OC(=C2C(=O)N)C)NC2(CC2)C